C[C@@H]1CN(C[C@@H](O1)C)C1=CC=C(C=N1)NC(=O)C=1C(=C(C=CC1)C1=CC=C(C=C1)OC(F)(F)F)C N-[6-(cis-2,6-dimethylmorpholin-4-yl)pyridine-3-yl]-2-methyl-4'-(trifluoromethoxy)[1,1'-biphenyl]-3-carboxamide